NC=1C=2N(C=CN1)C(=NC2C2=CC(=C(C=C2)NC(OC(C)(C)C)=O)OC)C2=CN=C(O2)C tert-Butyl (4-(8-amino-3-(2-methyloxazol-5-yl)imidazo[1,5-a]pyrazin-1-yl)-2-methoxyphenyl)carbamate